ClC=1C=C(C=C(C1)SCC)NC(=O)C=1SC(=C(C1)C1=NC=C(C=N1)F)C1CC1 N-(3-chloro-5-(ethylsulfanyl)phenyl)-5-cyclopropyl-4-(5-fluoropyrimidin-2-yl)thiophene-2-carboxamide